N-(t-butoxycarbonyl)-4-methoxy-L-phenylalanine C(C)(C)(C)OC(=O)N[C@@H](CC1=CC=C(C=C1)OC)C(=O)O